C(#N)C(C(=O)OC(C)CCC)CCC 2-propyl-2-ethyl cyanovalerate